10-(1-(2-aminoethyl)piperidin-4-yl)-4-chloro-7,7-dimethylindolo[1,2-a]quinazolin-5(7H)-one NCCN1CCC(CC1)C1=CC=C2C(C=3N(C=4C=CC=C(C4C(N3)=O)Cl)C2=C1)(C)C